N1=C(C=CC=C1)C1=NC=NC=N1 (2-pyridyl)-1,3,5-triazine